Cl.O1[C@@H](COCC1)CN 1-[(2R)-1,4-dioxan-2-yl]methanamine hydrochloride